N-[1-(cyclobutylmethyl)-1H-pyrazol-4-yl]-6-[1-(pyridin-2-ylmethyl)-1H-pyrazol-4-yl]pyridine-2-carboxamide C1(CCC1)CN1N=CC(=C1)NC(=O)C1=NC(=CC=C1)C=1C=NN(C1)CC1=NC=CC=C1